rac-3-(2-methylmorpholin-2-yl)-5-(piperidin-1-ylmethyl)-5,6-dihydro-1,4,2-dioxazine CC1(CNCCO1)C1=NOCC(O1)CN1CCCCC1